2-(3-(6-(6-([1,1'-biphenyl]-4-yl)-2-phenylpyrimidin-4-yl)pyridin-3-yl)phenyl)-4-(dibenzo[b,d]furan-3-yl)-6-phenyl-1,3,5-triazine C1(=CC=C(C=C1)C1=CC(=NC(=N1)C1=CC=CC=C1)C1=CC=C(C=N1)C=1C=C(C=CC1)C1=NC(=NC(=N1)C=1C=CC2=C(OC3=C2C=CC=C3)C1)C1=CC=CC=C1)C1=CC=CC=C1